1-(2-(2-bromo-5-chlorophenyl)ethyl)-3-((1R,2R,4S)-7-cyano-7-azabicyclo[2.2.1]heptan-2-yl)-1,3-dimethylurea BrC1=C(C=C(C=C1)Cl)CCN(C(=O)N(C)[C@H]1[C@H]2CC[C@@H](C1)N2C#N)C